(2-fluoro-3-methoxyphenyl)pentanoic acid FC1=C(C=CC=C1OC)C(C(=O)O)CCC